ClC=1C=C(C=C(C1O)C)C(C)(C)C1=CC(=C(C(=C1)C)O)Cl 2,2-bis(3-chloro-4-hydroxy-5-methylphenyl)propane